FC=1C(=C(C=CC1F)NC1=NC(=NC=N1)NC=1C(=CC(=C(C1)NC(C=C)=O)N(C)CCN(C)C)OC)C(C)(C)O N-(5-(4-(3,4-difluoro-2-(2-hydroxypropan-2-yl)phenylamino)-1,3,5-triazin-2-ylamino)-2-((2-(dimethylamino)ethyl)(methyl)amino)-4-methoxyphenyl)acrylamide